3,5,5-trimethylhexyl formate C(=O)OCCC(CC(C)(C)C)C